N6-[(2R)-2-amino-2-phenyl-ethyl]-N4-(2,2-difluoroethyl)-1-methyl-pyrazolo[3,4-d]pyrimidine-4,6-diamine N[C@@H](CNC1=NC(=C2C(=N1)N(N=C2)C)NCC(F)F)C2=CC=CC=C2